N-[6-(5-chloro-2-fluorophenyl)pyridazin-4-yl]-7-[2-(piperazin-1-yl)ethoxy]quinolin-4-amine ClC=1C=CC(=C(C1)C1=CC(=CN=N1)NC1=CC=NC2=CC(=CC=C12)OCCN1CCNCC1)F